3-amino-N-((3R)-6-cyano-7-(9,9-difluoro-3,7-diazabicyclo[3.3.1]nonan-3-yl)chroman-3-yl)-6-methylthieno[2,3-b]pyridine-2-carboxamide NC1=C(SC2=NC(=CC=C21)C)C(=O)N[C@H]2COC1=CC(=C(C=C1C2)C#N)N2CC1CNCC(C2)C1(F)F